CC=1C(=NOC1C)N(S(=O)(=O)C1=C(C=CC=C1)B1OC(C(O1)(C)C)(C)C)COC N-(4,5-dimethylisoxazol-3-yl)-N-(methoxymethyl)-2-(4,4,5,5-tetramethyl-1,3,2-dioxaborolan-2-yl)benzenesulfonamide